4-epoxycyclohexylmethacrylate (3,4-epoxycyclohexylmethyl methacrylate) C1(CC2C(CC1)O2)CC=C(C(=O)O)C.C21C(CC(CC2)OC(C(=C)C)=O)O1